(S)-N-(1-cyclopropyl-2,2,2-trifluoroethyl)-7-methyl-5-(tributylstannyl)pyrazolo[1,5-a]Pyrimidine-3-carboxamide C1(CC1)[C@@H](C(F)(F)F)NC(=O)C=1C=NN2C1N=C(C=C2C)[Sn](CCCC)(CCCC)CCCC